C(C)(C)(C)C=1C=C(C2=C(C(C(O2)=O)C2=CC(=C(C=C2)C)C)C1)C(C)(C)C 5,7-di-t-butyl-3-(3,4-dimethylphenyl)-3H-benzofuran-2-one